1-(tert-butyl) 2-methyl 2-methyl-3-oxopyrrolidine-1,2-dicarboxylate CC1(N(CCC1=O)C(=O)OC(C)(C)C)C(=O)OC